9-chloro-11b,17,21-trihydroxy-16b-methyl-pregna-1,4-diene Cl[C@@]12[C@]3(C=CCC=C3CC[C@H]1[C@@H]1C[C@@H]([C@](CCO)([C@]1(C[C@@H]2O)C)O)C)C